((((S)-1-methylpyrrolidin-2-yl)methoxy)quinazolin-4-yl)-2,5-diazabicyclo[2.2.1]Heptane-2-carboxylic acid tert-butyl ester C(C)(C)(C)OC(=O)N1C2(CNC(C1)C2)C2=NC(=NC1=CC=CC=C21)OC[C@H]2N(CCC2)C